(8-((4-cyclopropyl-5-(trifluoromethyl)-7H-pyrrolo[2,3-d]pyrimidin-2-yl)amino)-2,3-dihydrobenzo[b][1,4]dioxin-5-yl)(4-morpholinopiperidin-1-yl)methanone C1(CC1)C=1C2=C(N=C(N1)NC1=CC=C(C3=C1OCCO3)C(=O)N3CCC(CC3)N3CCOCC3)NC=C2C(F)(F)F